O=C1N(C(C2=CC=CC=C12)=O)CCCN(CCCN(C(OC(C)(C)C)=O)C)C tert-butyl N-(3-[[3-(1,3-dioxoisoindol-2-yl) propyl] (methyl) amino] propyl)-N-methylcarbamate